pentadiene bromide [Br-].C=CC=CC